ClC=1C(=C(C=CC1F)[C@@H](NC(=O)N1[C@@H](C(NCC1)=O)C)C1CC2(CC2)C1)F |o1:8| (2R)-N-((S or R)-(3-chloro-2,4-difluorophenyl)(spiro[2.3]hexan-5-yl)methyl)-2-methyl-3-oxopiperazine-1-carboxamide